iso-propyl-lithium C(C)(C)[Li]